3-[3-bromo-4-[(2,4-difluorobenzyl)oxy]-6-methyl-2-oxopyridin-1(2H)-yl]-4-chlorobenzoic acid methyl ester COC(C1=CC(=C(C=C1)Cl)N1C(C(=C(C=C1C)OCC1=C(C=C(C=C1)F)F)Br)=O)=O